O=C1N(CCC(N1)=O)C1=NN(C2=CC(=CC=C12)B(O)O)C [3-(2,4-dioxohexahydropyrimidin-1-yl)-1-methyl-indazol-6-yl]boronic acid